ClC1=C(\C=N\O[C@H](C(=O)OC)CC)C=C(C(=C1)F)N1C(N(C(=CC1=O)C(F)(F)F)C)=O methyl (2S)-2-{[(E)-{2-chloro-4-fluoro-5-[3-methyl-2,6-dioxo-4-(trifluoromethyl)-3,6-dihydropyrimidin-1(2H)-yl]benzylidene}amino]oxy}butanoate